(E)-1-(4-((4-amino-5-(4-phenoxyphenyl)-7-(tetrahydrofuran-3-yl)-7H-pyrrolo[2,3-d]pyrimidin-6-yl)ethynyl)piperidin-1-yl)-4-(dimethylamino)but-2-en-1-one NC=1C2=C(N=CN1)N(C(=C2C2=CC=C(C=C2)OC2=CC=CC=C2)C#CC2CCN(CC2)C(\C=C\CN(C)C)=O)C2COCC2